FC1(CCC2=C1N=C(N=C2C2=CC(=C(OCC(=O)N1CCNCC1)C=C2)F)N2C(CC2)C)F 2-(4-(7,7-difluoro-2-(2-methylazetidin-1-yl)-6,7-dihydro-5H-cyclopenta[d]pyrimidin-4-yl)-2-fluorophenoxy)-1-(piperazin-1-yl)ethan-1-one